CC=1N=C(SC1C)N1N([NH2+]C(=N1)C1=CC(=CC=C1)CC(=O)O)C1=CC=C(C=C1)S(=O)(=O)O 3-(4,5-dimethylthiazol-2-yl)-5-(3-carboxymethylphenyl)-2-(4-sulfophenyl)-2H-tetrazolium